C1(CCC1)S(=O)(=O)NC(C1=CC=C(C=C1)N1[C@@H]2C[C@H]([C@H](C1)C2)OCC=2C(=NOC2C2CC2)C2=C(C=CC=C2Cl)Cl)=O N-(cyclobutylsulfonyl)-4-((1S,4S,5R)-5-((5-cyclopropyl-3-(2,6-dichlorophenyl)isoxazol-4-yl)methoxy)-2-azabicyclo[2.2.1]heptan-2-yl)benzamide